CS(=O)(=O)CCN1N=CC(=C1)B1OC(C(O1)(C)C)(C)C 1-(2-methanesulfonylethyl)-4-(tetramethyl-1,3,2-dioxaborolan-2-yl)-1H-pyrazole